ClC=1C=CC(=C(C1)[C@@H]1C(NC2=CC(=CC=C12)C1=CC=C(C=C1)C(F)(F)F)=O)O |r| (±)-3-(5-chloro-2-hydroxyphenyl)-1,3-dihydro-6-[4-(trifluoromethyl)-phenyl]-2H-indol-2-one